2,4,5-Trifluorobenzyl bromide FC1=C(CBr)C=C(C(=C1)F)F